COC1=CC=C2C(=[N+]1[O-])C1(OC2)COCC1 Methoxy-4,5-dihydro-2H,5'H-spiro[furan-3,7'-furo[3,4-b]pyridine]-1'-oxide